(3S)-5-(5-fluoropyrimidin-2-yl)-3-{[2-(pyridin-2-yl)-1-[2-(trifluoromethyl)phenyl]-1H-imidazol-4-yl]formamido}pentanoic acid FC=1C=NC(=NC1)CC[C@@H](CC(=O)O)NC(=O)C=1N=C(N(C1)C1=C(C=CC=C1)C(F)(F)F)C1=NC=CC=C1